(S)-7-(4-(5-fluoro-2-((tetrahydro-2H-pyran-4-yl)oxy)phenyl)piperidin-1-yl)-2-(1,3,4-oxadiazol-2-yl)-5-oxa-2-azaspiro[3.4]octane FC=1C=CC(=C(C1)C1CCN(CC1)[C@@H]1COC2(CN(C2)C=2OC=NN2)C1)OC1CCOCC1